C(C)(C)(C)OC(NCC(=O)N([C@@H]1C(OCC1)=O)CC1=CC=CC=C1)=O N-[2-[benzyl-[(3S)-2-oxotetrahydrofuran-3-yl]amino]-2-oxo-ethyl]carbamic acid tert-butyl ester